(4Z)-4-(Quinoxalin-6-ylmethylene)-2-[[(3R)-tetrahydropyran-3-yl]amino]-1H-imidazol-5-one N1=CC=NC2=CC(=CC=C12)\C=C\1/N=C(NC1=O)N[C@H]1COCCC1